sodium 2,4-dihydroxybenzenesulfonate OC1=C(C=CC(=C1)O)S(=O)(=O)[O-].[Na+]